tertbutyl (1-(2-(3-amino 3-oxo propyl) 2-(2-fluoroacetyl)hydrazinyl)-3-cyclohexyl-1-oxo-propan-2-yl)carbamate NC(CCN(NC(C(CC1CCCCC1)NC(OC(C)(C)C)=O)=O)C(CF)=O)=O